P(=O)(O)(O)O.P(=O)(O)(O)O.C(C[C@@](O)(C)CCO)(=O)O Mevalonic acid di-phosphate